NCCN1CCC(CC1)N1C2=NC(=NC=C2N=C1NC1=CC(=CC(=C1)Cl)Cl)NC(C)(C)C 9-(1-(2-aminoethyl)piperidin-4-yl)-N2-tert-butyl-N8-(3,5-dichlorophenyl)-9H-purine-2,8-diamine